N1=CC=C(C=C1)C=1C=CC2=C(N(C=N2)C2CN(CCC2)C(C)=O)C1 1-(3-(6-(pyridin-4-yl)-1H-benzo[d]imidazol-1-yl)piperidin-1-yl)ethan-1-one